1-(7-((5-Chloro-4-((2-(dimethylphosphoryl)phenyl)amino)pyrimidin-2-yl)amino)-3,4-dihydroisoquinolin-2(1H)-yl)-2,2,2-trifluoroethan-1-one ClC=1C(=NC(=NC1)NC1=CC=C2CCN(CC2=C1)C(C(F)(F)F)=O)NC1=C(C=CC=C1)P(=O)(C)C